C(CCC)NC([C@H](C)NC(OC(C)(C)C)=O)=O tert-butyl [(2S)-1-(butylamino)-1-oxopropan-2-yl]carbamate